C(CCCCCCCCCCCC)P(OC(C)C)(OC(C)C)[O-].C(CCCCCCCCCCCC)P(OC(C)C)(OC(C)C)[O-] tetraisopropyl bis(tridecylphosphite)